COC=1C(C(=O)O)=CC(CC1OC)=S(=O)=O 2,3-dimethoxy-5-sulfonylbenzoic acid